benzyl N-[3-[[4-(6-chloro-2-pyridyl)thiazole-5-carbonyl]amino]propyl]-N-methyl-carbamate ClC1=CC=CC(=N1)C=1N=CSC1C(=O)NCCCN(C(OCC1=CC=CC=C1)=O)C